BrC1=NC(=CC=C1)C1(COCC1)F 2-bromo-6-(3-fluorotetrahydrofuran-3-yl)pyridine